N1=C(C=CC=C1)C(CC(=O)O)N1N=CC2=CC(=CC=C12)OCCC1=NC=2NCCCC2C=C1 3-(pyridin-2-yl)-3-(5-(2-(5,6,7,8-tetrahydro-1,8-naphthyridin-2-yl)ethoxy)-1H-indazol-1-yl)propionic acid